CN1C([C@H]2NC[C@@H](NC3=CC=CC(NC4=CC=NC(CCC1)=C4)=N3)C2)=O (3S,6S)-8-methyl-2,5,8,13,17,22-hexazatetracyclo[16.3.1.13,6.112,16]tetracosa-1(21),12(23),13,15,18(22),19-hexaen-7-one